O=C1NC(CCC1N1C(C2=CC=CC(=C2C1=O)OCC(=O)NCCCCCCNC(OC(C)(C)C)=O)=O)=O Tert-butyl (6-(2-((2-(2,6-dioxopiperidin-3-yl)-1,3-dioxoisoindolin-4-yl) oxy) acetamido)hexyl)carbamate